N-[(3E)-4-(benzenesulfonyl)-2-methylbut-3-en-2-yl]-2-oxo-1,2,5,6,7,8-hexahydroquinoline-3-carboxamide C1(=CC=CC=C1)S(=O)(=O)/C=C/C(C)(C)NC(=O)C=1C(NC=2CCCCC2C1)=O